C(C)(=O)N1C(C2=CC=C(C=C2C1)S(=O)(=O)CC(C)O)C(=O)NC1=CC=C(C=C1)C(C(F)(F)F)(C(F)(F)F)O 2-Acetyl-N-[4-(1,1,1,3,3,3-hexafluoro-2-hydroxypropan-2-yl)phenyl]-5-[(2-hydroxypropyl)sulfonyl]-2,3-dihydro-1H-isoindol-1-carboxamid